BrC=1C=C(C(=C(OCC2=NC=C(C=C2F)F)C1)Cl)F 2-(5-bromo-2-chloro-3-fluorophenoxymethyl)-3,5-difluoropyridine